C12=CC=C(CC1)O2 7-oxanorborndiene